Tert-butyl (2S,4S)-4-phenyl-2-(5-(3-phenylpropyl)-4H-1,2,4-triazol-3-yl)pyrrolidine-1-carboxylate C1(=CC=CC=C1)[C@@H]1C[C@H](N(C1)C(=O)OC(C)(C)C)C1=NN=C(N1)CCCC1=CC=CC=C1